CCCC#C methylbut-3-yn